3-[(cyclopentylmethyl)sulfanyl]-5-(4,4,5,5-tetramethyl-1,3,2-dioxaborolan-2-yl)pyridin-2-amine C1(CCCC1)CSC=1C(=NC=C(C1)B1OC(C(O1)(C)C)(C)C)N